C(CCCCCC)OCOCC/C=C/CC[Mg]I (3E)-6-(heptyloxymethoxy)-3-hexenyl-magnesium iodide